3-[2-(prop-1-en-2-yl)phenyl]-6-methylquinazolinone C=C(C)C1=C(C=CC=C1)N1C(N=C2C=CC(=CC2=C1)C)=O